BrC1=CC=C2C(CC3(OC2=C1)CCNC(CC3)=O)=O 7'-Bromospiro[azepane-4,2'-chromane]-4',7-dione